ClC1=NC(=CC(=C1)C1(CCC1)CC1=NN=CN1C)SC 2-chloro-4-(1-((4-methyl-4H-1,2,4-triazol-3-yl)methyl)cyclobutyl)-6-(methylthio)-pyridine